[N+](=O)([O-])C1=CC=C(C=C1)N1C=CC=C1 1-(4-nitrophenyl)-1H-pyrrole